CN1CCN(CC1)CCN1N=C(C(=C1)NC(=O)C=1OC(=CC1)C=1C=NNC1)C1=NC=CC=C1 N-(1-(2-(4-methylpiperazin-1-yl)ethyl)-3-(pyridin-2-yl)-1H-pyrazol-4-yl)-5-(1H-pyrazol-4-yl)furan-2-carboxamide